STYRENE C=CC1=CC=CC=C1